ClC=1C=C(C=CC1C(NCCCN1CCNCC1)=O)NC(=O)C=1N(C(=CN1)C1=C(C(=C(C=C1)OCC#N)F)F)C N-[3-Chloro-4-(3-piperazin-1-ylpropylcarbamoyl)phenyl]-5-[4-(cyanomethoxy)-2,3-difluorophenyl]-1-methylimidazol-2-carboxamid